N-(5,6,7,8-tetrahydro-8-quinolinyl)-(L)-prolinamide N1=CC=CC=2CCCC(C12)NC([C@H]1NCCC1)=O